3-[(2,4-difluorophenyl)methyl]-1-[(4-ethoxyphenyl)methyl]-3-(piperidin-4-yl)urea FC1=C(C=CC(=C1)F)CN(C(NCC1=CC=C(C=C1)OCC)=O)C1CCNCC1